FC=1C=C2C=C(NC2=CC1)C(=O)N[C@H](C(=O)N[C@H](C(CC1=C(C=CC=C1)P(O)(=O)C1=CC=CC=C1)=O)C[C@H]1C(NCC1)=O)CC(C)C.ClC=1C=NC=CC1N1CCC(CC1)C=1C(NN=CC1)=O [1-(3-chloropyridin-4-yl)piperidin-4-yl]pyridazin-3-one (S)-3-((S)-2-(5-fluoro-1H-indole-2-carboxamido)-4-methylpentanamido)-2-oxo-4-((S)-2-oxopyrrolidin-3-yl)butyl-diphenylphosphinate